C1(=CC=C(C=C1)C(CN)CCN)C 2-p-tolyltetramethylenediamine